NC1=NNC2=CC=CC(=C12)C=1C=C(SC1)C(CCC(=O)O)=O 4-(4-(3-amino-1H-indazol-4-yl)thiophen-2-yl)-4-oxobutanoic acid